2'-((3-(1-(fluoromethyl)cyclopropoxy)-1H-pyrazol-4-yl)amino)-7'-((1R,3R)-3-hydroxycyclohexyl)spiro[cyclopropane-1,5'-pyrrolo[2,3-d]pyrimidin]-6'(7'H)-one FCC1(CC1)OC1=NNC=C1NC=1N=CC2=C(N1)N(C(C21CC1)=O)[C@H]1C[C@@H](CCC1)O